COC(C1=C(C=C(C=C1)N1C[C@@H](CC1)CO)C=O)=O (R)-2-formyl-4-(3-(hydroxymethyl)pyrrolidin-1-yl)benzoic acid methyl ester